C(CC)N1N=CC=C1CC1=CC=C(C=C1)C1=NOC(C1)(O)C(F)(F)F 3-{4-[(1-propyl-1H-pyrazol-5-yl)methyl]phenyl}-5-(trifluoromethyl)-4,5-dihydro-1,2-oxazol-5-ol